COC1=C(C(=CC=C1)OC)N1C(=NN=C1C=1C=NC=CC1)NS(=O)(=O)C(C)C(C)C1=NC=C(C=N1)C N-(4-(2,6-dimethoxyphenyl)-5-(3-pyridinyl)-4H-1,2,4-triazol-3-yl)-3-(5-methyl-2-pyrimidinyl)-2-butanesulfonamide